FC1=CC=2C(C3=CC=CC(=C3OC2C=C1N1CCCC1)F)=O 2,5-difluoro-3-pyrrolidin-1-yl-xanthen-9-one